({3-nitro-4-[(tetrahydro-2H-pyran-4-ylmethyl)amino]phenyl}sulfonyl)-2-(1H-pyrrolo[2,3-b]pyridin-5-yloxy)benzamide [N+](=O)([O-])C=1C=C(C=CC1NCC1CCOCC1)S(=O)(=O)C=1C(=C(C(=O)N)C=CC1)OC=1C=C2C(=NC1)NC=C2